4-vinylbenzyltetrahydrothiophenium tetrafluoroborate F[B-](F)(F)F.C(=C)C1=CC=C(C[S+]2CCCC2)C=C1